CN1[C@@H](CCC1)COC=1N=C(C2=C(N1)OC(CC2)C2=CC=CC1=CC=CC=C21)N2C[C@@H](NCC2)CC#N 2-((2S)-4-(2-(((S)-1-methylpyrrolidin-2-yl)methoxy)-7-(naphthalen-1-yl)-6,7-dihydro-5H-pyrano[2,3-d]pyrimidin-4-yl)piperazin-2-yl)acetonitrile